ClC1=CC2=C(NC(=N2)C=2C(=NC=C(C2N2CCC(CC2)N)C2=CC(=CC(=C2)C)F)OC)C=C1 1-[3-(5-chloro-1H-1,3-benzodiazol-2-yl)-5-(3-fluoro-5-methylphenyl)-2-methoxypyridin-4-yl]piperidin-4-amine